ethyl (S)-3-(2-(hydroxymethyl)-4-methyl-1-(oxetan-2-ylmethyl)-1H-imidazol-5-yl)propanoate OCC=1N(C(=C(N1)C)CCC(=O)OCC)C[C@H]1OCC1